(R)-(3-Phenoxypyrrolidin-1-yl)(5-(2,4,5-trifluoro-3-hydroxyphenyl)-1,2,4-oxadiazol-3-yl)methanone O(C1=CC=CC=C1)[C@H]1CN(CC1)C(=O)C1=NOC(=N1)C1=C(C(=C(C(=C1)F)F)O)F